2-(4-bromopyridin-3-yl)-2-oxoacetaldehyde BrC1=C(C=NC=C1)C(C=O)=O